CN1C(C=C(C=C1)B1OC(C)(C)C(C)(C)O1)=O 1-methyl-2-oxo-1,2-dihydropyridin-4-ylboronic acid pinacol ester